2-(2-cyclopropyl-3-(difluoromethyl)phenyl)-2-(3-(5-(5,6,7,8-tetrahydro-1,8-naphthyridin-2-yl)pentyloxy)azetidin-1-yl)acetic acid C1(CC1)C1=C(C=CC=C1C(F)F)C(C(=O)O)N1CC(C1)OCCCCCC1=NC=2NCCCC2C=C1